C1CCO1 1,3-PROPYLENE ETHER